7-Hydroxy-tricosanoic acid OC(CCCCCC(=O)O)CCCCCCCCCCCCCCCC